C(C)OC(CN1CC2(CCOC2)CC1)=O 2-(2-oxa-7-azaspiro[4.4]nonan-7-yl)acetic acid ethyl ester